FC(C(C(C(C(F)(F)F)(F)F)(F)F)(F)F)(O)F perfluoro-1-pentanol